FC1=C(C(=CC(=C1)OC)F)C(=O)N1CC2(C1)C=C(C(C(C2)(C)C)=O)C#N 2-(2,6-difluoro-4-methoxybenzene-1-carbonyl)-8,8-dimethyl-7-oxo-2-azaspiro[3.5]non-5-ene-6-carbonitrile